2,4-difluoro-N-(2-methoxy-5-(4-(4-((1S,4S)-3-oxo-2-oxa-5-azabicyclo[2.2.1]heptane-5-carbonyl)phenyl)quinolin-6-yl)pyridin-3-yl)benzenesulfonamide FC1=C(C=CC(=C1)F)S(=O)(=O)NC=1C(=NC=C(C1)C=1C=C2C(=CC=NC2=CC1)C1=CC=C(C=C1)C(=O)N1[C@@H]2C(O[C@H](C1)C2)=O)OC